2-bromo-7-butoxy-9,9-dibutylfluorene BrC1=CC=2C(C3=CC(=CC=C3C2C=C1)OCCCC)(CCCC)CCCC